O.[Cl-].[Sr+2].[Cl-] strontium chloride Hydrate